CN1CN(CCN(CCC1)C)C 1,3,6-trimethyl-1,3,6-triazacyclononane